2-[1-[2-[4-(o-tolyl)-2-oxo-chromen-7-yl]oxypropionyl]-3-piperidinyl]acetic acid C1(=C(C=CC=C1)C1=CC(OC2=CC(=CC=C12)OC(C(=O)N1CC(CCC1)CC(=O)O)C)=O)C